1-tert-butyl-3-{3-[(4-chlorophenyl)methoxy]-4-nitrophenyl}-5-{[5-(trifluoromethyl)pyrazin-2-yl]amino}-1H-pyrazole-4-carbonitrile C(C)(C)(C)N1N=C(C(=C1NC1=NC=C(N=C1)C(F)(F)F)C#N)C1=CC(=C(C=C1)[N+](=O)[O-])OCC1=CC=C(C=C1)Cl